C(C)(C)(C)NC(C1=CC(=CC=C1)NC(CC1=C(C=CC(=C1)Cl)O)=O)=O N-tert-butyl-3-[[2-(5-chloro-2-hydroxy-phenyl)acetyl]amino]benzamide